The molecule is a trisaccharide consisting of an alpha-D-glucopyranose and two alpha-D-galactopyranose residues joined in sequence by (1->6) and (1->2) glycosidic bonds. C([C@@H]1[C@@H]([C@@H]([C@H]([C@H](O1)O)O[C@@H]2[C@@H]([C@H]([C@H]([C@H](O2)CO[C@@H]3[C@@H]([C@H]([C@@H]([C@H](O3)CO)O)O)O)O)O)O)O)O)O